1-(4-bromo-3-fluorophenyl)cyclobutane-1-carbaldehyde BrC1=C(C=C(C=C1)C1(CCC1)C=O)F